tert-butyl (1-(cyclopropylsulfonyl)piperidin-4-yl)carbamate C1(CC1)S(=O)(=O)N1CCC(CC1)NC(OC(C)(C)C)=O